O1CCN(CCC1)C(=O)C1=CC=C(C=C1)C=1C=C(C2=C(C=C(O2)CNC(\C=C\C=2C=NC(=CC2)N)=O)C1)C(F)(F)F (E)-N-((5-(4-(1,4-oxazepan-4-carbonyl)phenyl)-7-(trifluoromethyl)benzofuran-2-yl)methyl)-3-(6-aminopyridin-3-yl)acrylamide